4-chloro-2,5-difluoroaniline ClC1=CC(=C(N)C=C1F)F